CN1C(=NN=C1)S[C@@H](C)C=1C=CC=C(C1)NC(=O)N1CC2=NC=CN=C2C1 (S)-N-(5-(1-((4-methyl-4H-1,2,4-triazol-3-yl)thio)ethyl)phenyl)-5,7-dihydro-6H-pyrrolo[3,4-b]pyrazine-6-carboxamide